O(C1=CC=CC=C1)C1=NC=CC=N1 phenoxypyrimidin